BrC1=CC=C2C(=CC(=NC2=C1)OS(=O)(=O)C(F)(F)F)Cl trifluoromethanesulfonic acid 7-bromo-4-chloroquinolin-2-yl ester